FC1CN(C1)CC1=NC=C(C=N1)OC1=CC=C(C=C1)C(C)(C)C1=CC=C(OC2CC(C2)NC=2C=C3CN(CC3=CC2)C2C(NC(CC2)=O)=O)C=C1 5-(((1r,3r)-3-(4-(2-(4-((2-((3-fluoroazetidin-1-yl)methyl)pyrimidine-5-yl)oxy)phenyl)propan-2-yl)phenoxy)cyclobutyl)amino)-2-(2,6-dioxopiperidin-3-yl)isoindoline